6-(4-(diethylamino)phenyl)-2-methylimidazo[1,2-a]pyrazine-3(7H)-one C(C)N(C1=CC=C(C=C1)C=1NC=C2N(C1)C(C(=N2)C)=O)CC